4-iodoveratrol IC=1C=C(C(=CC1)OC)OC